ClC=1C=CC(=C(C1)O)C1=C(N=C(N=N1)N[C@H]1CN(CCC1)C)C 5-chloro-2-(5-methyl-3-{[(3R)-1-methylpiperidin-3-yl]amino}-1,2,4-triazin-6-yl)phenol